Cl.[2H]C1(C(C(CCC1)(NC1CC1)C1=C(C=CC=C1)Cl)=O)[2H] 2,2-dideutero-6-(2-chlorophenyl)-6-(cyclopropylamino)cyclohexanone hydrochloride